7-{[(3S)-3-(methoxymethyl)-3,4-dihydro-1H-isoquinolin-2-yl]carbonyl}-3,4-dihydro-1H-isoquinoline-2-carboxylic acid tert-butyl ester C(C)(C)(C)OC(=O)N1CC2=CC(=CC=C2CC1)C(=O)N1CC2=CC=CC=C2C[C@H]1COC